({4-[1-({[tert-butyl(dimethyl)silyl]oxy}-methyl)-2-methylpropyl]-2-methyl-1,5-cyclohexadien-1-yl}oxy)(trimethyl)silane [Si](C)(C)(C(C)(C)C)OCC(C(C)C)C1CC(=C(C=C1)O[Si](C)(C)C)C